5-bromo-6-fluoro-3-oxo-4-(2-oxoethyl)-3,4-dihydroquinoxaline-1(2H)-carboxylic acid tert-butyl ester C(C)(C)(C)OC(=O)N1CC(N(C2=C(C(=CC=C12)F)Br)CC=O)=O